2,6-dimethyl-phenyl isothiocyanate CC1=C(C(=CC=C1)C)N=C=S